C(CCC)OC1=CC=C(C=C1)C=CC(=O)C1=C(C=CC=C1)O 3-(4-Butoxyphenyl)-1-(2-hydroxyphenyl)prop-2-en-1-one